S(C)(=O)(=O)[O-].C1(=CC=CC=C1)[Se+](C)C phenyldimethylselenium mesylate